IC1=CC=C(C=C1)C(F)(F)F 4-iodo-benzotrifluoride